(Z)-5-((1H-pyrrolo[3,2-b]pyridin-3-yl)methyl)imidazolidine-2,4-dione N1C=C(C2=NC=CC=C21)CC2C(NC(N2)=O)=O